O=C1N(CCCN1CC1=CC=C(C=C1)C(F)(F)F)C1=CC=C(C(=O)N)C=C1 4-(2-oxo-3-(4-(trifluoromethyl)benzyl)tetrahydropyrimidin-1(2H)-yl)benzamide